aluminum hydrogen oxalate C(C(=O)[O-])(=O)O.[Al+3].C(C(=O)[O-])(=O)O.C(C(=O)[O-])(=O)O